8-chloroisoquinolin-4-amine ClC=1C=CC=C2C(=CN=CC12)N